C(#N)C1=CC=C(S1)C1=NNC(=C1)NC1=CC=C(C(=O)NCCCN(CC)CC)C=C1 4-((3-(5-Cyanothiophen-2-yl)-1H-pyrazol-5-yl)amino)-N-(3-(diethylamino)propyl)benzamide